C1(CCCC1)[C@@H](C)NCC1=C2C(=NC(=C1)C(=O)N)C=CN2 7-((((R)-1-cyclopentylethyl)amino)methyl)-1H-pyrrolo[3,2-b]pyridine-5-carboxamide